1-[6-(2,2-difluoroethoxy)pyridazin-4-yl]-3,3-dimethyl-N-(3-methyl-1,1-dioxo-thietan-3-yl)-2-oxo-indoline-5-carboxamide FC(COC1=CC(=CN=N1)N1C(C(C2=CC(=CC=C12)C(=O)NC1(CS(C1)(=O)=O)C)(C)C)=O)F